2-bromo-1,4-dimethylbenzene BrC1=C(C=CC(=C1)C)C